BrC1=C(C=CC=C1)\C=C\C(C)C 1-bromo-2-((E)-3-methylbut-1-enyl)benzene